FC(C1=CC(=C(C#N)C=C1)SC)(F)F 4-trifluoromethyl-2-methylthiobenzonitrile